FC1(CN(C1)C(=O)[C@@H](C(C)C)NC(=O)C1=NOC(=C1C1=CC=C(C=C1)CN1CCOCC1)C1=C(C=C(C(=C1)C(C)C)OCC1=CC=CC=C1)OCC1=CC=CC=C1)F N-[(1R)-1-[(3,3-difluoro-1-azetidinyl)carbonyl]-2-methylpropyl]-5-[5-(1-methylethyl)-2,4-bis(phenylmethoxy)phenyl]-4-[4-(4-morpholinylmethyl)phenyl]-3-isoxazolecarboxamide